2-{3-[(4-methanesulfonylphenyl)-amino]prop-1-yn-1-yl}-N-[1-(oxan-4-yl)piperidin-4-yl]-1-(oxiran-2-ylmethyl)-1H-indol-4-amine CS(=O)(=O)C1=CC=C(C=C1)NCC#CC=1N(C=2C=CC=C(C2C1)NC1CCN(CC1)C1CCOCC1)CC1OC1